((1R,2R)-2-hydroxy-4,4-dimethyl-1,2,3,4-tetrahydronaphthalen-1-yl)-3-(5-methyl-6-(1H-pyrazol-4-yl)-2-phenylpyridin-3-yl)urea O[C@H]1[C@@H](C2=CC=CC=C2C(C1)(C)C)NC(=O)NC=1C(=NC(=C(C1)C)C=1C=NNC1)C1=CC=CC=C1